NC1=C(C=C(C=C1)\N=N\C1=CC=C(C=C1)S(=O)(=O)O)COC 4-[(E)-[4-amino-3-(methoxymethyl)-phenyl]azo]-benzenesulfonic acid